sodium (E)-4-(4-(2-(7-(dimethylamino)-4-methyl-coumarin-3-yl)vinyl)-benzoyl)-2,3,5,6-tetrafluorobenzene-sulfonate CN(C1=CC=C2C(=C(C(OC2=C1)=O)/C=C/C1=CC=C(C(=O)C2=C(C(=C(C(=C2F)F)S(=O)(=O)[O-])F)F)C=C1)C)C.[Na+]